[N+](=O)([O-])C1=CC=C(C(=O)OC2C[C@@H]3[C@@H](CN(C3)C(=O)OCC3=CC=CC=C3)C2)C=C1 (3aR,5s,6aS)-benzyl 5-((4-nitrobenzoyl)oxy)hexahydrocyclopenta[c]pyrrole-2(1H)-carboxylate